C1(CC1)C=1N=C(C(=NC1C)C(=O)N)NC1=CC(=CC=C1)CCNC([C@H](C)NC)=O (S)-5-cyclopropyl-6-methyl-3-((3-(2-(2-(methylamino)propionamido)ethyl)phenyl)amino)pyrazine-2-carboxamide